tert-butyl 4-[2-chloro-6-[(diethylcarbamoyl)oxy]-3-fluorophenyl]-1,2,3,6-tetrahydropyridine-1-carboxylate ClC1=C(C(=CC=C1F)OC(N(CC)CC)=O)C=1CCN(CC1)C(=O)OC(C)(C)C